N1(CCCCC1)C=1SC(C(N1)=O)=CC=1N(C(=CN1)[N+](=O)[O-])C 2-(1-piperidinyl)-5-[(1-methyl-5-nitro-1H-imidazol-2-yl)methylene]thiazol-4(5H)-one